C(C=C)C1(CCC2(OCCO2)CC1)C1=CC(=C(C=C1)OC)C 8-allyl-8-(4-methoxy-3-methylphenyl)-1,4-dioxaspiro[4.5]decane